((1s,3s)-3-(5-amino-4-cyano-3-(2-phenylquinolin-7-yl)-1H-pyrazol-1-yl)cyclobutyl)methyl 4-methylbenzenesulfonate CC1=CC=C(C=C1)S(=O)(=O)OCC1CC(C1)N1N=C(C(=C1N)C#N)C1=CC=C2C=CC(=NC2=C1)C1=CC=CC=C1